N1=CC=NC2=CC(=CC=C12)C(C)N1CCN(CC1)C=1N=CC2=C(N1)CCN(C2)C(C)=O 1-(2-(4-(1-(quinoxalin-6-yl)ethyl)piperazin-1-yl)-7,8-dihydropyrido[4,3-d]pyrimidin-6(5H)-yl)ethan-1-one